OC=1C=C2CC[C@@H]([C@@H](C2=CC1)C1=CC=C(OCCCCCN2CCN(CC2)C=2C(=C3CN(C(C3=CC2)=O)C2C(NC(CC2)=O)=O)OCCOCCOC)C=C1)C1=CC=CC=C1 3-[5-[4-[5-[4-[(1R,2S)-6-hydroxy-2-phenyl-tetralin-1-yl]phenoxy]pentyl]piperazin-1-yl]-4-[2-(2-methoxyethoxy)ethoxy]-1-oxo-isoindolin-2-yl]piperidine-2,6-dione